6-Bromo-N-(4-(4-(oxetan-3-ylmethyl)piperazin-1-yl)phenyl)imidazo[1,2-a]pyrazin-8-amine BrC=1N=C(C=2N(C1)C=CN2)NC2=CC=C(C=C2)N2CCN(CC2)CC2COC2